FC1=C(CC2=NC=CC(=C2)N2N=CC=3CNCCC32)C=C(C=C1)C(F)(F)F 1-(2-(2-fluoro-5-(trifluoromethyl)benzyl)pyridin-4-yl)-1,5,6,7-tetrahydro-4H-pyrazolo[4,3-c]pyridin